2-((2-chlorophenyl)(benzenesulfonyl)methyl)-5-methylthiophene ClC1=C(C=CC=C1)C(C=1SC(=CC1)C)S(=O)(=O)C1=CC=CC=C1